FC(OC=1C=C(C(=C(C1)O)C=1C=2N(C(=NN1)N[C@H]1CN(CCC1)CC)C=CC2)F)F 5-(difluoromethoxy)-2-(4-{[(3R)-1-ethylpiperidin-3-yl]amino}pyrrolo[1,2-d][1,2,4]triazin-1-yl)-3-fluorophenol